ethyl-6-(2,3-dichlorophenyl)-3-hydroxy-5-methylpyrazine-2-carboxylate C(C)OC(=O)C1=NC(=C(N=C1O)C)C1=C(C(=CC=C1)Cl)Cl